BrC=1C=CC(=C(C(=O)C2=CC=C(C=C2)OC)C1)Cl 5-bromo-2-chloro-4'-methoxybenzophenone